5-bromo-7-chloro(bromo)-3-((3aR,3bR,4aS,5R,5aS)-2,2-dimethylhexahydrocyclopropa[3,4]cyclopenta[1,2-d][1,3]dioxol-5-yl)-3H-imidazo[4,5-b]pyridine BrC1=CC(=C2C(=N1)N(C(=N2)Br)[C@@H]2[C@@H]1[C@H]([C@@H]3[C@H]2OC(O3)(C)C)C1)Cl